BrC1=CC=C(C(=C1)NC([2H])([2H])[2H])N 5-bromo-N1-(methyl-d3)benzene-1,2-diamine